ClC1=CC=C(C=C1)C=1C=C2C=CC(=NC2=CC1)N1CCC(CC1)C(=O)OCC ethyl 1-(6-(4-chlorophenyl)quinolin-2-yl)piperidine-4-carboxylate